4-Fluoro-2'-hydroxychalcone FC1=CC=C(C=C1)\C=C\C(=O)C1=C(C=CC=C1)O